2-(((2-((S)-2,2-dimethylcyclopropane-1-carbonyl)-6-(1-(4-fluorobenzyl)-1H-pyrazole-4-carbonyl)-2,6-diazaspiro[3.4]octan-8-yl)methoxy)methyl)-6-(4-(trifluoromethyl)cyclohexyl)benzamide CC1([C@H](C1)C(=O)N1CC2(C1)CN(CC2COCC2=C(C(=O)N)C(=CC=C2)C2CCC(CC2)C(F)(F)F)C(=O)C=2C=NN(C2)CC2=CC=C(C=C2)F)C